ClC1=C(C=CC=C1)CC(=O)NC=1C=C2CN(CC2=C(C1)S(N)(=O)=O)C1(COC1)C 2-(2-chlorophenyl)-N-(2-(3-methyloxetan-3-yl)-7-sulfamoylisoindolin-5-yl)acetamide